2-methyl-9,10-bis(4-methylbenzoyloxy)anthracene ethyl-((((2R,3S,5R)-5-(6-amino-2-fluoro-9H-purin-9-yl)-2-ethynyl-2-(hydroxymethyl)tetrahydrofuran-3-yl)oxy)carbonyl)glycinate C(C)N(CC(=O)O)C(=O)O[C@@H]1[C@](O[C@H](C1)N1C2=NC(=NC(=C2N=C1)N)F)(CO)C#C.CC1=CC2=C(C3=CC=CC=C3C(=C2C=C1)OC(C1=CC=C(C=C1)C)=O)OC(C1=CC=C(C=C1)C)=O